1-[(4-methoxyphenyl)methyl]-3,3-dimethyl-4-[6-(trifluoromethyl)-3-pyridyl]azetidin-2-one COC1=CC=C(C=C1)CN1C(C(C1C=1C=NC(=CC1)C(F)(F)F)(C)C)=O